3-(4-(3-chlorophenyl)-5-mercapto-4H-1,2,4-triazol-3-yl)propan-1-ol ClC=1C=C(C=CC1)N1C(=NN=C1S)CCCO